10-(benzyloxy)-6-(2,4-dimethoxybenzyl)-9-fluoro-12,13-dihydro-5H-pyrido[4',3':4,5]pyrrolo[2,3-a]pyrrolo[3,4-c]carbazole-5,7(6H)-dione C(C1=CC=CC=C1)OC1=C(C=C2C=3C4=C(C5=C(C3NC2=C1)NC1=C5C=CN=C1)C(N(C4=O)CC4=C(C=C(C=C4)OC)OC)=O)F